(R)-3-(difluoromethyl)-4-(2-(isopropylamino)-6-methyl-4-oxo-5,6,7,8-tetra-hydropyrido[3,4-d]pyrimidin-3(4H)-yl)-N-methylbenzamide FC(C=1C=C(C(=O)NC)C=CC1N1C(=NC2=C(C1=O)C[C@H](NC2)C)NC(C)C)F